NC1=NC(=NC(=N1)N)C(Cl)(Cl)Cl 2,4-diamino-6-trichloromethyl-1,3,5-triazine